4-(3-chloro-1,5-naphthyridin-2-yl)piperazine-1-carboxylic acid tert-butyl ester C(C)(C)(C)OC(=O)N1CCN(CC1)C1=NC2=CC=CN=C2C=C1Cl